BrC1=C(C=C(C(=C1)N(C)CCN(C)C)[N+](=O)[O-])NC1=NC=CC(=N1)C1=CN(C2=CC=CC=C12)C 2-bromo-N4-(2-(dimethylamino)ethyl)-N4-methyl-N1-(4-(1-methyl-1H-indol-3-yl)pyrimidin-2-yl)-5-nitrobenzene-1,4-diamine